3,4-dihydroxybenzylethanol OC=1C=C(CC(C)O)C=CC1O